[Ir+3].CC=1C(=NC(=NC1C1=C(C=CC=C1)C)C(=O)[O-])C1=CC=CC=C1.CC=1C(=NC(=NC1C1=C(C=CC=C1)C)C(=O)[O-])C1=CC=CC=C1 bis[5-methyl-6-(2-methylphenyl)-4-Phenylpyrimidineat] iridium (III)